S1C(=CC=C1)C=1C=CC2=C(N=NS2)C1C=1SC=CC1 bis(thienyl)benzothiadiazole